hexatridecyl 4,4',4''-1,1,3-butanetriyl-tris(2-tert-butyl-5-methylphenyl) triphosphite P(OCCCCCCCCCCCCC)(OCCCCCCCCCCCCC)OC1=C(C=C(C(=C1)C)C(CC(C)C1=CC(=C(C=C1C)OP(OCCCCCCCCCCCCC)OCCCCCCCCCCCCC)C(C)(C)C)C1=CC(=C(C=C1C)OP(OCCCCCCCCCCCCC)OCCCCCCCCCCCCC)C(C)(C)C)C(C)(C)C